hydroxyphenyl-indanol OC1C(C2=CC=CC=C2C1)(O)C1=CC=CC=C1